2-bromo-5-(pyridin-2-yl)-4,6-bis(triphenylsilyl)pyrimidine BrC1=NC(=C(C(=N1)[Si](C1=CC=CC=C1)(C1=CC=CC=C1)C1=CC=CC=C1)C1=NC=CC=C1)[Si](C1=CC=CC=C1)(C1=CC=CC=C1)C1=CC=CC=C1